benzyl 3-((tert-butoxycarbonyl)amino)-3-(hydroxymethyl)piperidine-1-carboxylate C(C)(C)(C)OC(=O)NC1(CN(CCC1)C(=O)OCC1=CC=CC=C1)CO